BrC1=NC(=CC(=C1)[C@@H]1CN(C[C@H](O1)[C@H](C)O)C(=O)OC(C)(C)C)Cl trans-tert-butyl 2-(2-bromo-6-chloropyridin-4-yl)-6-((S)-1-hydroxyethyl)morpholine-4-carboxylate